CC1(CC2CCCCC2C1)C dimethyloctahydroinden